(6-(((tert-butoxycarbonyl)amino)methyl)pyridin-3-yl)boronic acid C(C)(C)(C)OC(=O)NCC1=CC=C(C=N1)B(O)O